7-trifluoromethyl-N-methylquinoxalin-2(1H)-one FC(C1=CC=C2N=CC(N(C2=C1)C)=O)(F)F